6-((4-(5-methylisoxazol-3-yl)benzyl)amino)pyridin-2(1H)-one CC1=CC(=NO1)C1=CC=C(CNC2=CC=CC(N2)=O)C=C1